1-(4-(4-(5-(2-bromo-6-fluorophenyl)-4,5-dihydroisoxazol-3-yl)thiazol-2-yl)piperidin-1-yl)-2-((3-(methylthio)pyrazin-2-yl)oxy)ethan-1-one BrC1=C(C(=CC=C1)F)C1CC(=NO1)C=1N=C(SC1)C1CCN(CC1)C(COC1=NC=CN=C1SC)=O